C1(=CC=CC=C1)C1=C(C2=C(OC3=C2C=CC=C3)C=C1)B(O)O (2-phenyldibenzo[b,d]furan-1-yl)boronic acid